N-Feruloyl-putrescine C(\C=C\C1=CC(OC)=C(O)C=C1)(=O)NCCCCN